[C@@H]1(C[C@H](O)[C@@H](CO)O1)N1C(=O)NC(=O)CC1 Dihydro-2'-deoxyuridine